Ethyl 5-fluoro-3-(1-((1-(2-(naphthalene-2-sulfonamido)ethyl)piperidin-4-yl)methyl)-1H-1,2,3-triazol-4-yl)-1H-indole-2-carboxylate FC=1C=C2C(=C(NC2=CC1)C(=O)OCC)C=1N=NN(C1)CC1CCN(CC1)CCNS(=O)(=O)C1=CC2=CC=CC=C2C=C1